FC(C1=CC=C(C=C1)C1=NOC(O1)=O)(F)F 3-(4-(trifluoromethyl)phenyl)-1,4,2-dioxazol-5-one